[K].CC1=CC=C(C=C1)O 4-methylphenol potassium salt